tert-Butyl (S)-3-bromo-4-chloro-2-fluoro-14-oxo-7,8,8a,9,11,12-hexahydro-10H,14H-pyrazino[1',2':5,6][1,5]diazocino[3,2,1-hi]indazole-10-carboxylate BrC1=C2C(=NN3C2=C(C=C1F)C(N1[C@@H](CC3)CN(CC1)C(=O)OC(C)(C)C)=O)Cl